N[C@@H](C(=O)O)CCCN1C(=NC=C1)N (R)-2-amino-5-(2-amino-1H-imidazol-1-yl)pentanoic acid